2-[(2,2,2-trifluoroethyl)amino]-1,3-oxazole-4-carbonitrile FC(CNC=1OC=C(N1)C#N)(F)F